3,3'-((4-(4-methylpiperazin-1-yl)butyl)azanediyl)dipropionic acid CN1CCN(CC1)CCCCN(CCC(=O)O)CCC(=O)O